ethyl 5-(((5-chloro-1-methyl-2-oxo-1,2-dihydropyridin-3-yl)amino)(4-chlorophenyl)methyl)-2-(2,4-dimethoxypyrimidin-5-yl)-1-(3-hydroxypropyl)-1H-imidazole-4-carboxylate ClC=1C=C(C(N(C1)C)=O)NC(C1=C(N=C(N1CCCO)C=1C(=NC(=NC1)OC)OC)C(=O)OCC)C1=CC=C(C=C1)Cl